BrC1=C(C(=CC(=C1)C)Br)OCOC 1,3-dibromo-2-(methoxy-methoxy)-5-methylbenzene